C(C1=CC=CC=C1)C1=C(C(=NN1C=1SC=C(N1)C(=O)O)C1=CC=CC=C1)CC1=CC=C(C=C1)S(N)(=O)=O 2-(5-benzyl-3-phenyl-4-(4-sulfamoylbenzyl)-1H-pyrazol-1-yl)thiazole-4-carboxylic acid